(1S,3R,7S,8S,8aR)-8-{2-[(2R,4R)-4-hydroxy-6-oxotetrahydro-2H-pyran-2-yl]ethyl}-3,7-dimethyl-1,2,3,7,8,8a-hexahydronaphthalen-1-yl 2,2-dimethylbutanoate CC(C(=O)O[C@H]1C[C@H](C=C2C=C[C@@H]([C@@H]([C@@H]12)CC[C@H]1OC(C[C@@H](C1)O)=O)C)C)(CC)C